(±)-cis-4-amino-5-chloro-N-(1-[3-(4-fluorophenoxy)propyl]-3-methoxypiperidin-4-yl)-2-methoxybenzamide NC1=CC(=C(C(=O)N[C@@H]2[C@@H](CN(CC2)CCCOC2=CC=C(C=C2)F)OC)C=C1Cl)OC |r|